NC1=C(C=C(C#N)C=C1)CC 4-amino-3-ethylbenzonitrile